2,6-dideoxy-D-ribose C[C@@H]1[C@H]([C@H](CC(O1)O)O)O